7-ethyl-2-oxo-N-(thiophen-3-yl)-1,2-dihydroquinoline-3,8-dicarboxamide C(C)C1=CC=C2C=C(C(NC2=C1C(=O)N)=O)C(=O)NC1=CSC=C1